ClC(C)OC(=O)N1C=C(C2=CC=CC=C12)C(C)C 3-isopropyl-1H-indole-1-carboxylic acid 1-chloroethyl ester